COC=1C=C(C=C(C1C)OC)C(C#N)C(C)OC=1CC2=CC=CC=C2C1 (3,5-dimethoxy-4-methyl-phenyl)-3-inden-2-yloxy-butyronitrile